8-methyl-2-(methylthio)pteridin-7(8H)-one CN1C(C=NC=2C=NC(=NC12)SC)=O